(S)-2-amino-4-((S)-4,4,4-trifluorobutylsulfonimidoyl)butanoic acid N[C@H](C(=O)O)CC[S@](=O)(=N)CCCC(F)(F)F